Strontium threonat O=C([C@@H](O)[C@H](O)CO)[O-].[Sr+2].O=C([C@@H](O)[C@H](O)CO)[O-]